bis(methacryloyloxyethyl)-dimethylenedicarbamate C(C(=C)C)(=O)OCCOC(NCCNC(OCCOC(C(=C)C)=O)=O)=O